Methyl 4-(4-bromo-5-ethylthiophen-2-yl)-2,4-dioxobutanoate BrC=1C=C(SC1CC)C(CC(C(=O)OC)=O)=O